5-(2-(4-((3-chlorobenzyl)amino)butoxy)ethoxy)benzo[c][2,6]naphthyridine-8-carboxamide ClC=1C=C(CNCCCCOCCOC2=NC3=C(C4=CN=CC=C24)C=CC(=C3)C(=O)N)C=CC1